(R)-7-(2-((2-cyclopropyl-4-(3-methylpiperazin-1-yl)phenyl)amino)-5-(trifluoromethyl)pyrimidin-4-yl)-4-(oxetan-3-yl)-3,4-dihydrothieno[2,3-f][1,4]thiazepin-5(2H)-one 1,1-dioxide C1(CC1)C1=C(C=CC(=C1)N1C[C@H](NCC1)C)NC1=NC=C(C(=N1)C1=CC2=C(C(N(CCS2(=O)=O)C2COC2)=O)S1)C(F)(F)F